C(C)N(C=1N=CC(=NC1)C1=C(C=C(C=C1)C=1C=NN(C1)C)O)[C@@H]1[C@@H]([C@H]2CC[C@@H](C1)N2)F 2-(5-{ethyl[(1R,2R,3S,5S)-2-fluoro-8-azabicyclo[3.2.1]octan-3-yl]amino}pyrazin-2-yl)-5-(1-methyl-1H-pyrazol-4-yl)phenol